C(CCCCCCC)NCCS 2-(n-octylamino)ethanethiol